(4-(5-chloro-2-methylphenyl)piperazin-1-yl)((1RS,2SR)-2-(4-(pentafluoro-λ6-sulfaneyl)phenyl)cyclopropyl)-methanone ClC=1C=CC(=C(C1)N1CCN(CC1)C(=O)[C@H]1[C@H](C1)C1=CC=C(C=C1)S(F)(F)(F)(F)F)C |r|